N1CC(C1)C#CC1=C2CNC(C2=CC=C1)=O 4-[2-(azetidin-3-yl)ethynyl]-1-oxo-3H-isoindol